(9aR,10S)-10-((R)-(2,3-difluorophenyl)(3-fluorophenyl)methyl)-3,5-dioxo-3,5,8,9,9a,10-hexahydro-7H-pyrrolo[1',2':4,5]pyrazino[1,2-b]pyridazin-4-yl (2-methoxyethyl) carbonate C(OC1=C2N(N=CC1=O)[C@H]([C@@H]1N(C2=O)CCC1)[C@H](C1=CC(=CC=C1)F)C1=C(C(=CC=C1)F)F)(OCCOC)=O